trans-4-(((trans-4-(6-Cyano-5-methoxy-pyridin-2-yl)cyclohexyl)methyl)(3-(1-cyclopropyl-1H-pyrazol-4-yl)phenyl)-carbamoyl)cyclohexyl (2-hydroxy-ethyl)carbamate OCCNC(O[C@@H]1CC[C@H](CC1)C(N(C1=CC(=CC=C1)C=1C=NN(C1)C1CC1)C[C@@H]1CC[C@H](CC1)C1=NC(=C(C=C1)OC)C#N)=O)=O